N-((6-(cyclopropanesulfonylamino)pyrimidin-4-yl)methyl)-4-(6-ethoxypyrazin-2-yl)benzamide C1(CC1)S(=O)(=O)NC1=CC(=NC=N1)CNC(C1=CC=C(C=C1)C1=NC(=CN=C1)OCC)=O